NC1=NC=C(C(=C1NC(=O)C1CCC(CC1)(C(F)(F)F)O)C1CCN(CC1)C(=O)OC(C)(C)C)F tert-butyl 4-[2-amino-5-fluoro-3-[[4-hydroxy-4-(trifluoromethyl)cyclohexanecarbonyl] amino]-4-pyridyl]piperidine-1-carboxylate